(S)-1-(4-(tert-Butyl)-2-thioxothiazolidin-3-yl)ethan-1-one C(C)(C)(C)[C@@H]1N(C(SC1)=S)C(C)=O